C(C=C)(=O)OCCCOC(=O)C1C(CCCC1)(C(=O)O)C 2-((3-(acryloyloxy)propoxy)carbonyl)-1-methylcyclohexane-1-carboxylic acid